2-[(3R)-3-{1-[3-(cyclopropylethynyl)-1H-pyrazolo[4,3][1,2]diazin-6-yl]azetidin-3-yl}hexahydropyridin-1-yl]ethane-1-ol C1(CC1)C#CC=1NNC=2C1C=CN(N2)N2CC(C2)[C@@H]2CN(CCC2)CCO